O=C1NC=2N(C3(C1)CCCC3)N=C(C2C(=O)N)C2=CC=C3C=CC(=NC3=C2)C2=CC=CC=C2 5'-oxo-2'-(2-phenylquinolin-7-yl)-5',6'-dihydro-4'H-spiro[cyclopentane-1,7'-pyrazolo[1,5-a]pyrimidine]-3'-carboxamide